NC=1C(NC2=C3C(=C(C=C2C1C1=C2C=NNC2=C(C=C1)Cl)C)C=CC=C3)=O 3-amino-4-(7-chloro-1H-indazol-4-yl)-6-methyl-1H-benzo[h]quinolin-2-one